COC(=O)C1=CC=2NN=CC2S1.CN1N=C2C(=C1)SC(=C2)C(=O)OC Methyl 2-methyl-2H-thieno[3,2-c]pyrazole-5-carboxylate methyl-1H-thieno[3,2-c]pyrazole-5-carboxylate